1-{6-[5-{[tert-butyl(dimethyl)silyl]oxy}-1-(oxan-2-yl)-1H-indazol-3-yl]pyridin-2-yl}ethan-1-ol [Si](C)(C)(C(C)(C)C)OC=1C=C2C(=NN(C2=CC1)C1OCCCC1)C1=CC=CC(=N1)C(C)O